1,4,6,7-Tetrahydropyrano[4,3-c]pyrazole-3-carboxylic acid N1N=C(C2=C1CCOC2)C(=O)O